2-(1H-pyrazol-3-yl)-8,9-dihydro-1,3,6,9a-tetraazabenzo[cd]azulen-7(6H)-one N1N=C(C=C1)C1=NN2CCC(NC=3C2=C1N=CC3)=O